1-(1-nitro-3-{[(cis)-4-phenylcyclohexyl]oxy}propan-2-yl)-1,2-dihydro-quinolin-2-one [N+](=O)([O-])CC(CO[C@@H]1CC[C@@H](CC1)C1=CC=CC=C1)N1C(C=CC2=CC=CC=C12)=O